4-(trimethylsilyl)ethynylbenzaldehyde C[Si](C)(C)C#CC1=CC=C(C=O)C=C1